aminoethylaminomethyl-silane NCCNC[SiH3]